4-hydroxy-N-[1-(hydroxymethyl)cyclohexyl]-1-(2-morpholinoethyl)-2-oxo-1,8-naphthyridine-3-carboxamide OC1=C(C(N(C2=NC=CC=C12)CCN1CCOCC1)=O)C(=O)NC1(CCCCC1)CO